ClC1=NC(=CC(=C1C(=O)NC=1SC2=C(N1)C=C(C=C2)OCCO)C2=CC=NC=C2OC)C chloro-N-[5-(2-hydroxyethoxy)-1,3-benzothiazol-2-yl]-5'-methoxy-6-methyl-[4,4'-bipyridine]-3-carboxamide